O1C=NC2=C1C=CC(=C2)C2=[O+]C1=CC(=C(C(=C1C=C2O)O)O)O 2-(benzo[d]oxazol-5-yl)-3,5,6,7-tetrahydroxychromenylium